5-fluoro-7-{9-fluoro-1,4,4,6-tetramethyl-4H,5H-[1,2,4]triazolo[4,3-a]quinoxalin-8-yl}-1H-indole FC=1C=C2C=CNC2=C(C1)C1=CC(=C2NC(C=3N(C2=C1F)C(=NN3)C)(C)C)C